10-(1-((5-bromo-3-fluoropyridin-2-yl)methyl)piperidin-4-yl)-4-chloro-7,7-dimethylindolo[1,2-a]quinazolin-5(7H)-one BrC=1C=C(C(=NC1)CN1CCC(CC1)C1=CC=C2C(C=3N(C=4C=CC=C(C4C(N3)=O)Cl)C2=C1)(C)C)F